N-(((1S,2R,4R)-bicyclo[2.2.1]heptan-2-yl)methyl)-N-(2-((tert-butoxycarbonyl)amino)ethyl)-L-alanine sodium [Na].[C@H]12[C@@H](C[C@H](CC1)C2)CN([C@@H](C)C(=O)O)CCNC(=O)OC(C)(C)C